ethyl (E)-(3-(4-((3-(trifluoromethoxy)benzyl)oxy)phenyl)acryloyl)glycinate FC(OC=1C=C(COC2=CC=C(C=C2)/C=C/C(=O)NCC(=O)OCC)C=CC1)(F)F